6'-(((1S,3S)-3-Aminocyclopentyl)amino)-2-oxo-2H-[1,3'-bipyridine]-3-carbonitrile N[C@@H]1C[C@H](CC1)NC1=CC=C(C=N1)N1C(C(=CC=C1)C#N)=O